C1=CC=CC=2C3=CC=CC=C3N(C12)C1=CC=C(C=C1)C1=CC(=CC(=C1)C1=CC=C(C=C1)N1C2=CC=CC=C2C=2C=CC=CC12)C1=CC=C(C=C1)N1C2=CC=CC=C2C=2C=CC=CC12 1,3,5-tris[4-(N-carbazolyl)phenyl]Benzene